[Si](C1=CC=CC=C1)(C1=CC=CC=C1)(C(C)(C)C)OCC1=NN(C(=N1)I)C 3-(((tert-butyldiphenylsilyl)oxy)methyl)-5-iodo-1-methyl-1H-1,2,4-triazole